Tert-butyl-4-(4-(4-(4-hydroxybutyl)piperidine-1-carbonyl)phenyl)piperazine-1-carboxylate C(C)(C)(C)OC(=O)N1CCN(CC1)C1=CC=C(C=C1)C(=O)N1CCC(CC1)CCCCO